C(C)(C)(C)NC(=O)NC=1C(=CC2=C(N=C(N=C2)S(=O)(=O)C)N1)C1=C(C=CC=C1)OC 1-(tert-butyl)-3-(6-(2-methoxyphenyl)-2-(methylsulfonyl)pyrido[2,3-d]pyrimidin-7-yl)urea